FC1(C2=CC=CC=C2C=2C=C(C=CC12)C(=O)NCC(=O)OC)F methyl (9,9-difluoro-9H-fluorene-3-carbonyl)glycinate